C[Hf](C=1C(C2=CC=CC=C2C1)CCCCC)(C1(C(=C(C(=C1C)C)C)C)C)C dimethyl-pentamethylcyclopentadienyl-(1-pentylindenyl)hafnium